C(C)(C)(C)N1N=C(C(=C1C)O)C1=C(C=CC=C1)C(F)(F)F 1-(tert-Butyl)-3-(2-(trifluoromethyl)phenyl)-5-methyl-pyrazol-4-ol